NC=1C=C(C(=C(C1)[C@@H](C)NC(=O)C=1C=2N(C=C(C1)Br)C[C@H](N2)C)F)C(F)(F)F (2R)-N-[(1R)-1-[5-amino-2-fluoro-3-(trifluoromethyl)phenyl]ethyl]-6-bromo-2-methyl-2,3-dihydroimidazo[1,2-a]pyridine-8-carboxamide